N-[2-methyl-7-{4-(trifluoromethyl)phenoxy}chroman-4-yl]acrylamide CC1OC2=CC(=CC=C2C(C1)NC(C=C)=O)OC1=CC=C(C=C1)C(F)(F)F